ClC1=C(C=CC=C1)NC(C(=C(C)NC)C(C)=O)=O N-(2'-chlorophenyl)-2-acetyl-3-methylamino-2-butenamide